FC(COC)(F)C1(CCC(CC1)NC([O-])=O)O [4-(1,1-difluoro-2-methoxyethyl)-4-hydroxycyclohexyl]carbamate